N-(2-(2-(cyclopropanesulfonamido)thiazol-4-yl)propan-2-yl)-2-fluoro-4-(5-(trifluoromethyl)pyridin-3-yl)benzamide C1(CC1)S(=O)(=O)NC=1SC=C(N1)C(C)(C)NC(C1=C(C=C(C=C1)C=1C=NC=C(C1)C(F)(F)F)F)=O